N'-acetyl-5-bromo-pyridine-2-carbohydrazide C(C)(=O)NNC(=O)C1=NC=C(C=C1)Br